C1(CCC(N1OC(ON1C(CCC1=O)=O)=O)=O)=O carbonic disuccinimidyl ester